(R)-2-(N-[4-amino-5-(pyridine-4-carbonyl)thiazol-2-yl]-4-chloro-3-fluoro-anilino)propanamide NC=1N=C(SC1C(=O)C1=CC=NC=C1)N(C1=CC(=C(C=C1)Cl)F)[C@@H](C(=O)N)C